C(C)C1=C(C2=C(OCCO2)C=C1)N1CC(NCC1)C 6-Ethyl-5-(3-methylpiperazin-1-yl)-2,3-dihydro-1,4-benzodioxine